FC=1C=C(CNC(=O)C2=CC=C(C=C2)C2C(=C(NC(=C2C=2OC(=NN2)C)CCC2=CC=C(C=C2)F)CC(C)C)C(=O)N)C=CC1F 4-(4-((3,4-difluorobenzyl)carbamoyl)phenyl)-6-(4-fluorophenethyl)-2-isobutyl-5-(5-methyl-1,3,4-oxadiazol-2-yl)-1,4-dihydropyridine-3-carboxamide